5-(1-methylpyrrolidin-3-yl)-1H-benzo[cd]indol-2-one CN1CC(CC1)C=1C=CC=2C(NC3=CC=CC1C23)=O